6-carboxy-2-indolinone C(=O)(O)C1=CC=C2CC(NC2=C1)=O